NC1=CC2=C(N(C(N2C)=O)C)C=C1N1CCCCC1 5-amino-1,3-dimethyl-6-(piperidin-1-yl)-1H-benzo[d]imidazole-2(3H)-one